N-[5-[2-methyl-4-[[(2R)-1-(1,1,2,2,2-pentadeuterioethyl)azetidin-2-yl]methoxy]pyrazol-3-yl]pyrazolo[1,5-a]pyridin-2-yl]cyclopropanecarboxamide CN1N=CC(=C1C1=CC=2N(C=C1)N=C(C2)NC(=O)C2CC2)OC[C@@H]2N(CC2)C(C([2H])([2H])[2H])([2H])[2H]